[Cl-].[Cl-].C=1(C(=CC=CC1)CN1C=[NH+]C2=C1C=CC=C2)CN2C=[NH+]C1=C2C=CC=C1 3,3'-(1,2-xylylene)dibenzimidazolium dichloride